(2-hydroxy-2-methylpropanoyl)azetidin OC(C(=O)N1CCC1)(C)C